N-methyl-N,N,N-tributylammonium C[N+](CCCC)(CCCC)CCCC